5-(4-((6-(cyclopentylamino)pyridin-3-yl)methoxy)phenyl)-2-oxo-6-(trifluoromethyl)-1,2-dihydropyridine-3-carboxamide C1(CCCC1)NC1=CC=C(C=N1)COC1=CC=C(C=C1)C=1C=C(C(NC1C(F)(F)F)=O)C(=O)N